methylimidazole fluorine [F].CC=1NC=CN1